COC(=O)C=1NC=C(C1)C1=NC(=NC=C1C)Cl 4-(2-chloro-5-methylpyrimidin-4-yl)-1H-pyrrole-2-carboxylic acid methyl ester